2-(6-(((4-methoxyphenyl)diphenyl-methyl)amino)-9H-purin-9-yl)tetrahydrofuran-3,4-diol COC1=CC=C(C=C1)C(C1=CC=CC=C1)(C1=CC=CC=C1)NC1=C2N=CN(C2=NC=N1)C1OCC(C1O)O